FC(COC(CCC)=O)(F)F butyric acid 2,2,2-trifluoroethyl ester